aminoisoindole-1,3-dione NC1=C2C(NC(C2=CC=C1)=O)=O